3-[(3S)-4,4-difluorotetrahydrofuran-3-yl]-1-methyl-1-(4-pyridylmethyl)urea FC1([C@H](COC1)NC(N(CC1=CC=NC=C1)C)=O)F